CC=1C(=C(C=C(C1)C(F)(F)F)O)C=1C=NC=2C(N1)=NN(C2)[C@H]2[C@@H](C2)C 3-methyl-2-[2-[(1R,2R)-2-methylcyclopropyl]pyrazolo[3,4-b]pyrazin-6-yl]-5-(trifluoromethyl)phenol